monoBocpropylenediamine C(=O)(OC(C)(C)C)NC(CN)C